(E)-4-(Dimethylamino)-N-(2-(4-hydroxy-3-isopropylbenzoyl)isoindolin-4-yl)-N-methylbut-2-enamide CN(C/C=C/C(=O)N(C)C1=C2CN(CC2=CC=C1)C(C1=CC(=C(C=C1)O)C(C)C)=O)C